tert-butyl 3-[5-(6-{3-cyanopyrrolo[1,2-b]pyridazin-7-yl}-4-[(oxan-4-yl)amino]pyridin-3-yl)-1,3,4-thiadiazol-2-yl]-3,9-diazabicyclo[3.3.1]nonane-9-carboxylate C(#N)C1=CC=2N(N=C1)C(=CC2)C2=CC(=C(C=N2)C2=NN=C(S2)N2CC1CCCC(C2)N1C(=O)OC(C)(C)C)NC1CCOCC1